6-bromo-2,5-dimethylquinolin-4-ol BrC=1C(=C2C(=CC(=NC2=CC1)C)O)C